3-(5-(4-((4-((4-(6-amino-5-((R)-1-(3-fluorophenyl)ethoxy)pyridin-3-yl)-3-methyl-1H-pyrazol-1-yl)methyl)piperazin-1-yl)methyl)piperidin-1-yl)-1-oxoisoindolin-2-yl)piperidine-2,6-dione NC1=C(C=C(C=N1)C=1C(=NN(C1)CN1CCN(CC1)CC1CCN(CC1)C=1C=C2CN(C(C2=CC1)=O)C1C(NC(CC1)=O)=O)C)O[C@H](C)C1=CC(=CC=C1)F